C1(=CC=CC=C1)C(C1=CC=CC=C1)=NC(C(=O)OC(C)(C)C)CC1COC1 tert-butyl 2-((diphenylmethylene)amino)-3-(oxetan-3-yl)propanoate